2-(3-chlorophenylethyl)pyridine 1-oxide ClC=1C=C(C=CC1)CCC1=[N+](C=CC=C1)[O-]